FC=1C=CC(=C(C1)[C@H](N1C(C2=CC=CC=C2C1)=O)C1=CC=2C(=NC=CC2)N1)OC (S)-2-((5-fluoro-2-methoxyphenyl)(1H-pyrrolo[2,3-b]pyridin-2-yl)methyl)isoindolin-1-one